(aminomethyl)-1H-pyrazole-3-amine NCN1N=C(C=C1)N